COCCCS(=O)(=O)N(CC1=CC=C(C=C1)OC)CC1=CC=C(C=C1)OC 3-METHOXY-N,N-BIS(4-METHOXYBENZYL)PROPANE-1-SULFONAMIDE